(1S)-2,2,2-trifluoro-1-[(2R)-2-methylpyrrolidin-2-yl]ethanol hydrochloride Cl.FC([C@@H](O)[C@@]1(NCCC1)C)(F)F